NCCS(=O)(=O)OC(CCCCCCCCCCCCCCC)=O.[Na] sodium palmitoyl taurate